(tert-butoxycarbonyl)-3-methoxypyrrolidine-3-carboxylic acid C(C)(C)(C)OC(=O)N1CC(CC1)(C(=O)O)OC